4-N-[(3-chloro-4-methylphenyl)methyl]-1-methyl-6-N-[[(2R)-pyrrolidin-2-yl]methyl]pyrazolo[3,4-d]pyrimidine-4,6-diamine ClC=1C=C(C=CC1C)CNC1=C2C(=NC(=N1)NC[C@@H]1NCCC1)N(N=C2)C